di(n-decyl)amine C(CCCCCCCCC)NCCCCCCCCCC